C(N)(=O)C=1C=C(C2=C(N=C(N2C)NC(=O)C=2N(N=C(C2)C)CC)C1)OCCCNC(OC(C)(C)C)=O tert-butyl N-[3-[6-carbamoyl-2-[(2-ethyl-5-methyl-pyrazole-3-carbonyl)amino]-3-methyl-benzimidazol-4-yl]oxypropyl]carbamate